P(=O)(OOCCCCCCCC)(OOCCCCCCCCCCCCCCCC)[O-] octyloxy cetyloxy phosphate